(E)-1-(3-(3-methoxy-4-((4-(trifluoromethoxy)benzyl)oxy)phenyl)acrylamido)cyclopentane-1-carboxylic acid ethyl ester C(C)OC(=O)C1(CCCC1)NC(\C=C\C1=CC(=C(C=C1)OCC1=CC=C(C=C1)OC(F)(F)F)OC)=O